OC1=C(C=CC(=C1)O)C(\C=C\C1=CC(=C(C=C1)OC)COC1=C(C(=C(C(=C1Cl)Cl)Cl)Cl)Cl)=O (E)-1-(2,4-Dihydroxyphenyl)-3-[4-methoxy-3-[(2,3,4,5,6-pentachlorophenoxy)methyl]phenyl]prop-2-en-1-one